tert-butyl (2S)-2-[1-[(3S)-1-(dimethylcarbamoyl)pyrrolidin-3-yl]-N-methylformamido]-3-methylbutanoate CN(C(=O)N1C[C@H](CC1)C(=O)N(C)[C@H](C(=O)OC(C)(C)C)C(C)C)C